((6-(difluoromethoxy)-2-(3''-fluoro-2,2'-dimethyl-4''-((3-methylpyrrolidin-1-yl)methyl)-[1,1':3',1''-terphenyl]-3-yl)benzo[d]oxazol-5-yl)methyl)-L-proline FC(OC1=CC2=C(N=C(O2)C=2C(=C(C=CC2)C2=C(C(=CC=C2)C2=CC(=C(C=C2)CN2CC(CC2)C)F)C)C)C=C1CN1[C@@H](CCC1)C(=O)O)F